Cl.NC\C=C(\CN1N=NC2=C1C=CC=C2C=2C=C(C=CC2OC)S(=O)(=O)NC)/F (Z)-3-(1-(4-amino-2-fluoro-but-2-en-1-yl)-1H-benzo[d][1,2,3]triazol-4-yl)-4-methoxy-N-methylbenzenesulfonamide hydrochloride